NC=1C2=C(N=CN1)N(C(=C2C2=CC=C(C=C2)OCC2CC2)C2=CC=C(C=C2)NC(C(=C)C)=O)C N-(4-(4-amino-5-(4-(cyclopropyl-methoxy)phenyl)-7-methyl-7H-pyrrolo[2,3-d]pyrimidin-6-yl)phenyl)methacrylamide